(E)-1-(2-nitrovinyl)naphthalene [N+](=O)([O-])/C=C/C1=CC=CC2=CC=CC=C12